BrC1=C(C2=C(N(N=N2)CCOCCO)C=C1)C 2-[2-(5-bromo-4-methyl-1H-benzotriazol-1-yl)ethoxy]ethan-1-ol